C1C=CC2=CC(=CC=C12)C1CCN(CC1)C(=O)C1CC2(C1)NC(OC2)=O (2s,4s)-2-(4-(1H-inden-5-yl)piperidine-1-carbonyl)-7-oxa-5-azaspiro[3.4]octan-6-one